tert-butyl 8-(5-(ethoxycarbonyl)pyrimidin-2-yl)-3,8-diazabicyclo[3.2.1]octane-3-carboxylate C(C)OC(=O)C=1C=NC(=NC1)N1C2CN(CC1CC2)C(=O)OC(C)(C)C